2-((2-((3-fluorophenyl)amino)-2-oxoethyl)(methyl)amino)ACETIC ACID FC=1C=C(C=CC1)NC(CN(CC(=O)O)C)=O